ClC=1C(=C(C=CC1)NC1=C(NC2=C1C(NCC2)=O)C2=NC(=NC=C2)C(F)F)OC 3-[(3-chloro-2-methoxyphenyl)amino]-2-[2-(difluoromethyl)pyrimidin-4-yl]-1H,5H,6H,7H-pyrrolo[3,2-c]pyridin-4-one